CC1=CC=C2C(=N1)N=C(O2)N2CCN(CC2)C(=O)C2=CC=C(C=C2)N2CC(C2)O[C@@H](C(F)(F)F)C [4-(5-methyloxazolo[4,5-b]pyridin-2-yl)piperazin-1-yl]-[4-[3-[(1R)-2,2,2-trifluoro-1-methyl-ethoxy]azetidin-1-yl]phenyl]methanone